methyl 4-(2-chloroacetamido)-3-(1,1-difluoroethyl)-5-(methylamino)benzoate ClCC(=O)NC1=C(C=C(C(=O)OC)C=C1NC)C(C)(F)F